tert-Butyl N-[(1R)-1-[[4-[1-(benzenesulfonyl)pyrrolo[2,3-b]pyridin-4-yl]-2-methyl-phenyl]carbamoyl]-3-methyl-butyl]carbamate C1(=CC=CC=C1)S(=O)(=O)N1C=CC=2C1=NC=CC2C2=CC(=C(C=C2)NC(=O)[C@@H](CC(C)C)NC(OC(C)(C)C)=O)C